[N-]=C=O.[N-]=C=O.C methane diisocyanate